2-(6-fluoro-1H-indol-3-yl)-2-phenylindol-3-one FC1=CC=C2C(=CNC2=C1)C1(NC2=CC=CC=C2C1=O)C1=CC=CC=C1